N-[3,4-bis(4-Chlorophenyl)isoxazol-5-yl]benzenesulfonamide ClC1=CC=C(C=C1)C1=NOC(=C1C1=CC=C(C=C1)Cl)NS(=O)(=O)C1=CC=CC=C1